tert-butyl (5-(2-amino-7-(1-methyl-1H-1,2,4-triazol-5-yl)-1H-benzo[d]imidazol-1-yl)hexyl)carbamate NC1=NC2=C(N1C(CCCCNC(OC(C)(C)C)=O)C)C(=CC=C2)C2=NC=NN2C